3-amino-N-[3-(4-amino-4-methyl-1-piperidinyl)-2-pyridinyl]-6-[3-(trifluoromethyl)-2-pyridinyl]-2-pyrazinecarboxamide NC=1C(=NC(=CN1)C1=NC=CC=C1C(F)(F)F)C(=O)NC1=NC=CC=C1N1CCC(CC1)(C)N